2-(1,1-difluoro-6-azaspiro[2.5]octan-6-yl)-6-fluoro-N-(2-sulfamoylpyridin-4-yl)quinoline-3-carboxamide FC1(CC12CCN(CC2)C2=NC1=CC=C(C=C1C=C2C(=O)NC2=CC(=NC=C2)S(N)(=O)=O)F)F